C[C@@]12OC[C@@](CC1)(C2)C=2N=C1N(C=CC=C1)C2 ((1R,4S)-1-methyl-2-oxabicyclo[2.2.1]heptan-4-yl)imidazo[1,2-a]pyridine